4-[(5-chloro-3-pyridinyl)sulfonyl]benzoic acid ClC=1C=C(C=NC1)S(=O)(=O)C1=CC=C(C(=O)O)C=C1